Tetrahydrothienodiazepine N1NCCCC2=C1C=CS2